8-bromo-2-chloro-N-[(trans)-4-methoxycyclohexyl]quinoline-4-carboxamide BrC=1C=CC=C2C(=CC(=NC12)Cl)C(=O)N[C@@H]1CC[C@H](CC1)OC